4-(TRIFLUOROMETHYL)-2-FURANBORONIC ACID FC(C=1C=C(OC1)B(O)O)(F)F